C1(=CC=CC=C1)C=1N=CNC1C1=CC=CC=C1 4,5-diphenyl-1H-imidazole